CC1(NC(CC(C1)N1C(CCC1=O)=O)(C)C)C 1-(2,2,6,6-tetramethyl-4-piperidyl)pyrrolidine-2,5-dione